C(C)(C)C1=NOC(=N1)N1CCC(CC1)C(C)OC=1SC2=NC(=CC(=C2N1)C)C1=CC=C(C=C1)S(=O)(=O)C 3-isopropyl-5-(4-(1-((7-methyl-5-(4-(methylsulfonyl)phenyl)thiazolo[5,4-b]pyridin-2-yl)oxy)ethyl)piperidin-1-yl)-1,2,4-oxadiazol